methyl 6-chloro-4-((tetrahydro-2H-pyran-4-yl)methylamino)pyridazine-3-carboxylate ClC1=CC(=C(N=N1)C(=O)OC)NCC1CCOCC1